2-N-isobutyl-guanine C(C(C)C)NC=1NC(C=2NC=NC2N1)=O